C=12C=3C=NC=C(OCC(NCCCOC=4C=CC(NN1)=C2C4)=O)N3 7,14-dioxa-4,10,19,20,23-pentaazatetracyclo[13.5.2.12,6.018,21]tricosa-1(20),2(23),3,5,15(22),16,18(21)-heptaen-9-one